CC1=C(C2=C(C=C1)N=C(S2)C3=CC4=C(C=C3)N=C(S4)C5=CC=C(C=C5)N)S(=O)(=O)O The molecule is a member of the class of benzothiazoles that is 2,6'-bi-1,3-benzothiazole substituted at positions 2' 6 and 7 by 4-aminophenyl, methyl and sulfo groups respectively. The monosodium salt is the biological dye 'primuline'. It has a role as a fluorochrome and a histological dye. It is a member of benzothiazoles, a ring assembly, a substituted aniline and an arenesulfonic acid. It is a conjugate acid of a 2'-(4-aminophenyl)-6-methyl[2,6'-bi-1,3-benzothiazole]-7-sulfonate.